Cl.NCCOC1=C(C(=O)O)C=C(C=C1)Br 2-(2-Aminoethoxy)-5-bromo-benzoic acid hydrochloride